(S)-2-ethylbutyl 2-aminopropionate hydrochloride Cl.N[C@H](C(=O)OCC(CC)CC)C